3-amino-5-bromo-N-(4-chlorophenyl-ethyl)benzamide Galactonat O=C([C@H](O)[C@@H](O)[C@@H](O)[C@H](O)CO)O.NC=1C=C(C(=O)NCCC2=CC=C(C=C2)Cl)C=C(C1)Br